N-(3',4-Difluoro-5-fluorobiphenyl-2-yl)-1-methyl-3-difluoromethyl-1H-pyrazole-4-carboxamide FC=1C=C(C=CC1)C1=C(C=C(C(=C1)F)F)NC(=O)C=1C(=NN(C1)C)C(F)F